FC1(C(CNCC1)C1=NN(C=C1)C)F 4,4-difluoro-3-(1-methyl-1H-pyrazol-3-yl)piperidine